1-(4-(6-chloro-8-fluoro-7-(5-methyl-1H-indazol-4-yl)-2-(2,2,2-trifluoro-ethylamino)quinazolin-4-yl)piperazin-1-yl)prop-2-en-1-one ClC=1C=C2C(=NC(=NC2=C(C1C1=C2C=NNC2=CC=C1C)F)NCC(F)(F)F)N1CCN(CC1)C(C=C)=O